NC1=C(C=C(C=N1)NC(C(=O)N1[C@H](C[C@@H]([C@@H](C1)C)OC)C1=CC=C(C=C1)N1CCN(CC1)C)=O)CC |r| rac-N-(6-Amino-5-ethyl-3-pyridyl)-2-[(2R,4S,5R)-4-methoxy-5-methyl-2-[4-(4-methylpiperazin-1-yl)phenyl]-1-piperidyl]-2-oxo-acetamide